[(4S)-7,8-dichloro-6-(2,6-difluorophenyl)-4-methyl-4H-[1,2,4]triazolo[1,5-a][1,4]benzodiazepin-2-yl]-(3-hydroxyazetidin-1-yl)methanone ClC1=C(C=CC2=C1C(=N[C@H](C=1N2N=C(N1)C(=O)N1CC(C1)O)C)C1=C(C=CC=C1F)F)Cl